C1(=CC=CC=C1)S(=O)(=O)N1C(C2=CC=C(C=C2C(=C1)CBr)Br)=O 2-(benzenesulfonyl)-6-bromo-4-(bromomethyl)isoquinolin-1-one